N(=[N+]=[N-])CC1CCN(CC1)CCNS(=O)(=O)C1=CC=C(C=C1)C1=C(C=CC=C1OC)OC N-(2-(4-(azidomethyl)piperidin-1-yl)ethyl)-2',6'-dimethoxy-[1,1'-biphenyl]-4-sulfonamide